CC1CCN=C1 3,4-dihydro-4-methyl-2H-pyrrole